Hydroxydodecyl-Dimethoxybenzamide OCCCCCCCCCCCCC1=C(C(=C(C(=O)N)C=C1)OC)OC